O1C=2C(CC1=O)=CC=1OC(CC1C2)=O Benzo[1,2-b:4,5-b']difuran-2,6(3H,7H)-dione